C(CC)C1CCCC(C1)CCCC 3-propyl-5-butylcyclohexane